(S)-2,5-dimethylheptadecane CC(C)CC[C@H](CCCCCCCCCCCC)C